2-[4-fluoro-2-(2,2,3,3,3-pentafluoropropoxy)phenyl]-N-[4-(2-hydroxypropan-2-yl)phenyl]-3-oxo-2,3-dihydropyridazine-4-carboxamide FC1=CC(=C(C=C1)N1N=CC=C(C1=O)C(=O)NC1=CC=C(C=C1)C(C)(C)O)OCC(C(F)(F)F)(F)F